1,4-bis(2-hydroxyhexafluoroisopropyl)benzene C1=CC(=CC=C1C(C(F)(F)F)(C(F)(F)F)O)C(C(F)(F)F)(C(F)(F)F)O